nonyl 8-[2-[3-[2-[2-[2-[2-(1H-imidazole-4-carbonylamino)ethoxy]ethoxy]ethoxy]ethoxy]propanoyloxy]ethyl-[8-(1-octylnonoxy)-8-oxo-octyl]amino]octanoate N1C=NC(=C1)C(=O)NCCOCCOCCOCCOCCC(=O)OCCN(CCCCCCCC(=O)OCCCCCCCCC)CCCCCCCC(=O)OC(CCCCCCCC)CCCCCCCC